6-FLUORO-2-OXOINDOLINE-3-CARBALDEHYDE FC1=CC=C2C(C(NC2=C1)=O)C=O